C1(CC1)NS(=O)(=O)NC1=NC=CC(=C1F)CC1=CC(=CN(C1=O)C)C(=O)N 5-[[2-(cyclopropylsulfamoylamino)-3-fluoropyridin-4-yl]methyl]-1-methyl-6-oxopyridine-3-carboxamide